N-(1-(7-iodo-2,3-dihydrobenzofuran-5-yl)-3-methylbut-2-yl)formamide IC1=CC(=CC=2CCOC21)CC(C(C)C)NC=O